O[C@H]1[C@@H](O)[C@H](O)[C@H](O)[C@@H](O1)C α-Fucose